(5-cyano-2-methylphenyl)boronic acid C(#N)C=1C=CC(=C(C1)B(O)O)C